2-methyl-N-(3-(4-(methylthio)pyrimidin-2-yl)oxetan-3-yl)propane-2-sulfinamide CC(C)(C)S(=O)NC1(COC1)C1=NC=CC(=N1)SC